C(#CC)C=1C(=NC(NC1)=O)N 5-(propynyl)cytosine